methyl-N,N-dimethyl-1H-1,2,3-triazole-4-methanamine hydrochloride Cl.CN1N=NC(=C1)CN(C)C